2-Methyl-5-((1-methylpiperidin-3-yl)amino)pyridin CC1=NC=C(C=C1)NC1CN(CCC1)C